C1(=CC=CC=C1)C(C)C1=C(C=CC=C1)O 2-(1-phenyl-ethyl)phenol